(R)-4-[[(1S)-1-[4-(4-chloro-2,3,7,10-tetrazatricyclo[7.4.0.02,6]trideca-1(9),3,5,7-tetraen-10-yl)phenyl]-2,2,2-trifluoro-ethyl]-methyl-carbamoyl]-2-oxo-pyrrolidine-1-carboxylate ClC1=NN2C=3CCCN(C3C=NC2=C1)C1=CC=C(C=C1)[C@@H](C(F)(F)F)N(C(=O)[C@@H]1CC(N(C1)C(=O)[O-])=O)C